2-(3,5-dimethylcyclohexyl)-2-(2-triisopropylsilylethyl)-1,3-dimethoxypropane CC1CC(CC(C1)C)C(COC)(COC)CC[Si](C(C)C)(C(C)C)C(C)C